4-(1-cyclopropyl-1H-tetrazol-5-yl)piperidine hydrochloride salt Cl.C1(CC1)N1N=NN=C1C1CCNCC1